2,2-dideuterio-2-dispiro[2.0.2.1]heptan-7-yl-acetonitrile [2H]C(C#N)(C1C2(C13CC3)CC2)[2H]